(5,6-dihydro-2H-pyran-3-yl)-5-((3-(2-fluorophenyl)-5-methyl-5,6-dihydropyrrolo[3,4-c]pyrazole-2(4H)-yl)methyl)phenol O1CC(=CCC1)C1=C(C=C(C=C1)CN1N=C2C(=C1C1=C(C=CC=C1)F)CN(C2)C)O